5-{6-[2-(2-Cyano-7-fluoro-4-methoxy-indol-1-yl)-ethylamino]-pyrimidin-4-yl}-3-ethoxy-thiophene-2-carboxylic acid 5-methyl-2-oxo-[1,3]dioxol-4-ylmethyl ester CC1=C(OC(O1)=O)COC(=O)C=1SC(=CC1OCC)C1=NC=NC(=C1)NCCN1C(=CC2=C(C=CC(=C12)F)OC)C#N